methyl 3-(9-(((4-(aminomethyl)phenyl)amino)methyl)-4,5-dihydrobenzo[b]thieno[2,3-d]oxepin-8-yl)-6-(propylcarbamoyl)picolinate NCC1=CC=C(C=C1)NCC1=CC2=C(OCCC3=C2SC=C3)C=C1C=1C(=NC(=CC1)C(NCCC)=O)C(=O)OC